C(C)(C)(C)OC(=O)N1CC(C1)C=1C=C2CCC(C2=C(C1)C)N1CCC(CC1)C(=O)OC methyl 1-(5-(1-(tert-butoxycarbonyl)azetidin-3-yl)-7-methyl-2,3-dihydro-1H-inden-1-yl)piperidine-4-carboxylate